acetyl-1,4-phenylenediamine C(C)(=O)NC1=CC=C(C=C1)N